C(C)(C)(CC)[C@H]1CC[C@H](CC1)N(C(C1=CC(C(=O)N)=CC(=C1)NC(=O)[C@@H]1CC[C@@H](CC1)C(C)(C)CC)=O)[C@@H]1CC[C@@H](CC1)C(C)(C)CC N,N-di(cis-4-tert-pentylcyclohexyl)-5-(cis-4-tert-pentylcyclohexylcarbonylamino)isophthalamide